CN(C(OC(C)(C)C)=O)C1=CC=C2C(=N1)N(C=C2)C tert-butyl methyl(1-methyl-1H-pyrrolo[2,3-b]pyridine-6-yl)carbamate